2-(1-Pyridin-3-yl-azetidin-3-yl)-1-(6,6,9-trimethyl-3,5,6,8-tetrahydro-1H-7-oxa-2,4-diaza-cyclopenta[b]naphthalen-2-yl)-ethanone N1=CC(=CC=C1)N1CC(C1)CC(=O)N1CC=2C(=C(C=3COC(CC3N2)(C)C)C)C1